ClC1=CC=C(C=C1)N1C(=CC2=CC=C(C=C12)CS(=O)(=O)C)C 1-(4-chlorophenyl)-2-methyl-6-((methylsulfonyl)methyl)-1H-indole